2-(2-((5-(1-aminoisoquinolin-5-yl)-1-cyclopropyl-1H-indazol-3-yl)methoxy)phenyl)acetic acid NC1=NC=CC2=C(C=CC=C12)C=1C=C2C(=NN(C2=CC1)C1CC1)COC1=C(C=CC=C1)CC(=O)O